(S)-2-Methyl-N-{(S)-1-[3-(1-methyl-1H-indazol-3-yl)pyridine-2-yl]-2-(pyridin-2-yl)ethyl}propane-2-sulfinamide CC(C)(C)[S@](=O)N[C@@H](CC1=NC=CC=C1)C1=NC=CC=C1C1=NN(C2=CC=CC=C12)C